C(C1=CC=CC=C1)OC1=C2C(=NC(=N1)CCl)N(N=C2)C2=C(OCC1CC(C1)O)C=C(C=C2)F 3-[[2-[4-benzyloxy-6-(chloromethyl)pyrazolo[3,4-d]pyrimidin-1-yl]-5-fluoro-phenoxy]methyl]cyclobutanol